5-(5-(1-(5-(difluoromethoxy)-2-fluorobenzyl)piperidin-4-yl)-3-isopropyl-1H-indol-2-yl)-1,3-dimethylpyridin-2(1H)-one FC(OC=1C=CC(=C(CN2CCC(CC2)C=2C=C3C(=C(NC3=CC2)C=2C=C(C(N(C2)C)=O)C)C(C)C)C1)F)F